2-((4-(7-(((2S,5R)-5-(ethylsulfonamido)tetrahydro-2H-pyran-2-yl)methyl)-2,7-diazaspiro[3.5]nonan-2-yl)pyrimidin-5-yl)oxy)-5-fluoro-N-((1R,2S)-2-hydroxycyclobutyl)-N-isopropylbenzamide C(C)S(=O)(=O)N[C@@H]1CC[C@H](OC1)CN1CCC2(CN(C2)C2=NC=NC=C2OC2=C(C(=O)N(C(C)C)[C@H]3[C@H](CC3)O)C=C(C=C2)F)CC1